tert-Butyl 5-(2-(4-fluorophenyl)-5-(trifluoromethyl)-3H-imidazo[4,5-b]pyridin-3-yl)-1H-indole-1-carboxylate FC1=CC=C(C=C1)C1=NC=2C(=NC(=CC2)C(F)(F)F)N1C=1C=C2C=CN(C2=CC1)C(=O)OC(C)(C)C